O=C1C(O)=C(O)[C@H](O1)[C@@H](O)CO (l)-ascorbic acid